N-(5-[2-[4-(trifluoromethyl)phenyl]ethoxy]-1H-indol-3-yl)acetamide FC(C1=CC=C(C=C1)CCOC=1C=C2C(=CNC2=CC1)NC(C)=O)(F)F